OC1CC(CC1)NC1=NN=C(C2=CC=CC=C12)C1=C(C=C(C=C1)S(=O)(=O)C)O 2-[4-[[3-hydroxycyclopentyl]amino]phthalazin-1-yl]-5-methylsulfonyl-phenol